NC1=NC=C(C=N1)CN1CCC2=CC=C(C=C12)NC(C1=CC(=CC(=C1)C(F)(F)F)CN1CCN(CC1)C)=O N-(1-((2-aminopyrimidin-5-yl)methyl)indolin-6-yl)-3-((4-methylpiperazin-1-yl)methyl)-5-(trifluoromethyl)benzamide